2,5-dimethoxyiodoamphetamine COC1=C(CC(NI)C)C=C(C=C1)OC